N-benzyl-N-(1-propenyl)-acetamide C(C1=CC=CC=C1)N(C(C)=O)C=CC